NC1=NC2=CC=C(C=C2C=C1Br)C(=O)N([C@H](C)C1=NC=CC=N1)CC1=NC=C(C=C1)Cl (R)-2-amino-3-bromo-N-((5-chloropyridin-2-yl)methyl)-N-(1-(pyrimidin-2-yl)ethyl)quinoline-6-carboxamide